C(#N)CC1(CC1)NC1=C(C(=O)OC)C=C(C=C1)C(F)(F)F methyl 2-((1-(cyanomethyl)cyclopropyl)amino)-5-(trifluoromethyl)benzoate